1-(4-dodecylphenyl)-2-hydroxy-2-methylpropane C(CCCCCCCCCCC)C1=CC=C(C=C1)CC(C)(C)O